FC1=CC=C(C=C1)[C@H](C)N(C1=NC(=CC(=C1)C=1C=NN(C1)C)NC1=NC=CN=C1)C (S)-N2-[1-(4-fluorophenyl)ethyl]-N2-methyl-4-(1-methyl-1H-pyrazol-4-yl)-N6-(pyrazine-2-yl)pyridine-2,6-diamine